tert-butyl N-[(2-oxo-2,3,4,5-tetrahydro-1H-1-benzazepin-5-yl)methyl]carbamate O=C1NC2=C(C(CC1)CNC(OC(C)(C)C)=O)C=CC=C2